ClC1=C(C(=O)NCC(C2=C(N=CS2)C(F)F)N2CCC(CC2)COC=2SC=C(N2)Cl)C(=CC=C1)F 2-Chloro-N-[2-(4-{[(4-chloro-1,3-thiazol-2-yl)oxy]methyl}piperidin-1-yl)-2-[4-(difluoromethyl)-1,3-thiazol-5-yl]ethyl]-6-fluorobenzamid